4,4'-cyclohexylidenebis(2-methyl-phenol) C1(CCCCC1)(C1=CC(=C(C=C1)O)C)C1=CC(=C(C=C1)O)C